2-amino-5-((2R,4S)-2-(2-(3-(tert-butoxycarbonyl)propoxy)-5-fluoropyridin-3-yl)-4-fluoropyrrolidin-1-yl)pyrazolo[1,5-a]pyrimidine-3-carboxylic acid NC1=NN2C(N=C(C=C2)N2[C@H](C[C@@H](C2)F)C=2C(=NC=C(C2)F)OCCCC(=O)OC(C)(C)C)=C1C(=O)O